ClC=1C=CC(=C(C1)C1=CC(N(C=C1OC)C(C(=O)NC=1C=C2N=CC=NC2=CC1)CC(F)F)=O)N1N=NC(=C1)Cl 2-{4-[5-chloro-2-(4-chloro-1H-1,2,3-triazol-1-yl)phenyl]-5-methoxy-2-oxopyridin-1(2H)-yl}-4,4-difluoro-N-(quinoxalin-6-yl)butanamide